(R)-1-((S)-8-fluoroisochroman-1-yl)ethan-1-amine FC=1C=CC=C2CCO[C@@H](C12)[C@@H](C)N